(R)-4-((4-((4,4-difluoropiperidin-1-yl)methyl)pyrimidin-2-yl)amino)-N-(8-methylisoquinolin-1-yl)-N-(piperidin-3-yl)benzamide FC1(CCN(CC1)CC1=NC(=NC=C1)NC1=CC=C(C(=O)N([C@H]2CNCCC2)C2=NC=CC3=CC=CC(=C23)C)C=C1)F